triacontyl n-octadecanoate C(CCCCCCCCCCCCCCCCC)(=O)OCCCCCCCCCCCCCCCCCCCCCCCCCCCCCC